N1=CC(=CC=C1)C=1C=C(C=CC1)B1OC(C)(C)C(C)(C)O1 3-(pyridin-3-yl)phenylboronic acid pinacol ester